C1(CC1)C1=C(CC2CC3(CN(C3)C(=O)C3CC(C3)(C)O)C2)C=CC=C1C (6-(2-cyclopropyl-3-methylbenzyl)-2-azaspiro[3.3]hept-2-yl)((1s,3s)-3-hydroxy-3-methylcyclobutyl)methanone